inositol 4-phosphate [C@H]1([C@H](C([C@H]([C@H](C1O)O)O)OP(=O)(O)O)O)O